P(=S)(OC)([O-])[O-] Methyl thiophosphate